N(=C=S)C1=CC=C(C=C1)C=CC1=CC=C(C=C1)N=C=S 4,4'-Diisothiocyanostilbene